ClC=1C(=NC(=CC1)Cl)C(=O)NC(CO)CC(C)C 3,6-Dichloro-N-(1-hydroxy-4-methylpent-2-yl)picolinamide